Cl.N1(CCNCC1)C=1C=CC(=NC1)C#N 5-(piperazin-1-yl)pyridine-2-carbonitrile hydrochloride